6-pyrimidine-boronic acid pinacol ester N1=CN=CC=C1B1OC(C)(C)C(C)(C)O1